1-benzoyl-3-(3-bromo-2-methoxyphenyl)thiourea C(C1=CC=CC=C1)(=O)NC(=S)NC1=C(C(=CC=C1)Br)OC